N1C(=CC2=CC=CC=C12)C(=O)NCCNC(OC(C)(C)C)=O tert-Butyl (2-(1H-indole-2-carboxamido)ethyl)carbamate